C(CCC)OC(CCCCC(CN(CCCCSSCCN1CCN(CC1)CCOC(CCCCN(CC(CCCCCCC(=O)OCC(CC)CC)O)CC(CCCCCCC(=O)OCC(CC)CC)O)=O)CC(CCCCC(OCCCC)=O)O)O)=O Bis(2-ethylbutyl) 9,9'-((5-(2-(4-(2-((4-(bis(7-butoxy-2-hydroxy-7-oxoheptyl)amino)butyl)-disulfaneyl)ethyl)piperazin-1-yl)ethoxy)-5-oxopentyl)azanediyl)bis(8-hydroxynonanoate)